CN(CCCNC(=O)C1=CC=2N=CN=C(C2N1)N1CCC2=CC(=CC=C12)F)C N-[3-(dimethylamino)propyl]-4-(5-fluoroindolin-1-yl)-5H-pyrrolo[3,2-d]pyrimidine-6-carboxamide